OC1=C2C(C=C(OC2=C(C(=C1OC)O)OC)C1=CC=C(C=C1)OC)=O 5,7-dihydroxy-6,8,4'-trimethoxyflavone